C(C)(=O)N1CCN(CC1)C1=C(C=C(C=C1)C=1OC2=C(C=C(C=C2C(C1C1CC(CCC1C(C)C)C)=O)C1CC(CCC1C(C)C)C)[C@@H](C)NC1=C(C(=O)O)C=CC=C1)F (R)-2-((1-(2-(4-(4-acetylpiperazin-1-yl)-3-fluorophenyl)-3,6-dimenthyl-4-oxo-4H-chromen-8-yl)ethyl)amino)benzoic acid